FC([C@@H]1OC1)(F)F (2R)-2-(trifluoromethyl)oxirane